6-{4-[3-(3-cyanoazetidin-1-yl)pyridin-2-yl]piperazin-1-yl}-2-azaspiro[3.4]octane-2-carboxylic acid ethyl ester C(C)OC(=O)N1CC2(C1)CC(CC2)N2CCN(CC2)C2=NC=CC=C2N2CC(C2)C#N